ethyl N2-cinnamoyl-N6-((E)-2-methylbut-2-enoyl)lysinate C(C=CC1=CC=CC=C1)(=O)N[C@@H](CCCCNC(\C(=C\C)\C)=O)C(=O)OCC